C12CNCC(C1)C2 (1R,5S)-3-azabicyclo[3.1.1]heptane